O1CCC2=C1C=CC(=C2)C=2C=C(C=NC2)C(=O)N2CCCC1=CC=CC=C21 (5-(2,3-dihydro-5-benzofuranyl)-3-pyridinyl)(3,4-dihydro-1(2H)-quinolinyl)methanone